C(=O)C12CN(CC(CC1)N2C(=O)OC(C)(C)C)C(C2=CC=CC=C2)(C2=CC=CC=C2)C2=CC=CC=C2 Tert-butyl 1-formyl-3-triphenylmethyl-3,8-diazabicyclo[3.2.1]octan-8-carboxylate